ClC1=C(C(=O)O)C=C(C=C1)NC=1SC(C(N1)=O)=CC=1OC(=CC1)C1=C(C=C(C(=C1)C)C)[N+](=O)[O-] 2-Chloro-5-[[5-[[5-(4,5-Dimethyl-2-nitro-phenyl)-2-furanyl]methylene]-4,5-dihydro-4-oxo-2-thiazolyl]amino]benzoic acid